N1CC(C1)CN(C(OCCCC)=O)C butyl (azetidin-3-ylmethyl)(methyl)carbamate